N-cyclobutyl-2-(4-(4-fluoropyrazolo[1,5-a]pyridin-2-yl)-1,4,6,7-tetrahydro-5H-imidazo[4,5-c]pyridin-5-yl)pyrimidine-5-carboxamide C1(CCC1)NC(=O)C=1C=NC(=NC1)N1C(C2=C(CC1)NC=N2)C2=NN1C(C(=CC=C1)F)=C2